5-sulphosalicylic acid dihydrate O.O.S(=O)(=O)(O)C1=CC=C(C(C(=O)O)=C1)O